BrC1=C(NC2=NSC3=C2C=CC=C3)C=CC=C1C=1C=C3N=CC=NC3=CC1 3-(2-bromo-3-(quinoxalin-6-yl)anilino)benzisothiazol